ClC1=CC=C(C(=N1)C=1C=CC2=C(C=NOB2O)C1)NC(C)C=1C=C(C=C2C(C(=C(OC12)N1CCNCC1)C)=O)C 8-[1-[[6-chloro-2-(1-hydroxy-2,3,1-benzoxazaborinin-6-yl)-3-pyridyl]amino]ethyl]-3,6-dimethyl-2-piperazin-1-yl-chromen-4-one